6-amino-1H-indole-4-boronic acid NC=1C=C(C=2C=CNC2C1)B(O)O